(R)-(6-Chloro-7-methyl-1H-benzo[d]imidazol-2-yl)(5-methyl-7,8-dihydro-1,6-naphthyridin-6(5H)-yl)methanone ClC=1C=CC2=C(NC(=N2)C(=O)N2[C@@H](C=3C=CC=NC3CC2)C)C1C